3-(2-chloroethyl)-6,7,8,9-tetrahydro-9-hydroxy-2-methyl-4H-pyrido[1,2-a]pyrimidin-4-one ClCCC1=C(N=C2N(C1=O)CCCC2O)C